FC1=CC2=C(NC(C3(CC3)O2)=O)C=C1C1=C(C(=C(C(=C1F)F)F)F)F 7-fluoro-6-(2,3,4,5,6-pentafluorophenyl)-4H-spiro[1,4-benzoxazine-2,1'-cyclopropan]-3-one